C(C)(C)(C)OC(=O)N1CC(C(CC1)C1=CC=C(C=C1)C1C(NC(CC1)=O)=O)(F)F 4-[4-(2,6-dioxo-3-piperidinyl)phenyl]-3,3-difluoro-piperidine-1-carboxylic acid tert-butyl ester